CN(C(=O)N1CC2(C1)CC(C2)CC2=C(C=C(C=C2)NC(OCC2=CN=CO2)=O)F)C oxazol-5-ylmethyl (4-((2-(dimethylcarbamoyl)-2-azaspiro[3.3]heptan-6-yl)methyl)-3-fluorophenyl)carbamate